(Z)-3,7-dimethyl-1,3,6-octatriene C/C(/C=C)=C/CC=C(C)C